C(C)(C)C1=C(C(=CC(=C1)C(C)C)C(C)C)S(=O)[O-].[Li+] lithium 2,4,6-triisopropylbenzenesulfinate